[Mg].[Al] aluminum, magnesium salt